(R)-2-(2,4-dimethyl-3-oxopiperazin-1-yl)-N-(4-nitrophenyl)acetamide C[C@H]1N(CCN(C1=O)C)CC(=O)NC1=CC=C(C=C1)[N+](=O)[O-]